C=C(C(=O)[O-])CC1=CC(=C(C(=C1)C(C)(C)C)O)C(C)(C)C methylene(3,5-di-tert.-butyl-4-hydroxyhydrocinnamate)